2-chloro-3,4-dihydronaphthalen ClC1=CC2=CC=CC=C2CC1